ethyl-1-(3-bromophenyl)cyclopentane-1-carboxylic acid C(C)C1C(CCC1)(C(=O)O)C1=CC(=CC=C1)Br